(4-bromo-3-methyl-2-oxo-2,3-dihydro-1H-benzo[d]imidazol-1-yl)-1-(4-methoxy-benzyl)piperidine-2,6-dione BrC1=CC=CC=2N(C(N(C21)C)=O)C2C(N(C(CC2)=O)CC2=CC=C(C=C2)OC)=O